CN[C@@H]1[C@H](CCCC1)NC (1S,2S)-N,N'-Bis-methyl-1,2-cyclohexane-diamine